C1(CC1)N1N=C(C=C1)NC1=CC(=C(N=N1)C(=O)NC([2H])([2H])[2H])NC1=C(C(=CC=C1)C1=NC=C(C=N1)F)OC 6-((1-cyclopropyl-1H-pyrazol-3-yl)amino)-4-((3-(5-fluoropyrimidin-2-yl)-2-methoxyphenyl)amino)-N-(methyl-d3)pyridazine-3-carboxamide